7-(1,4-dihydroxybutyl)-5,6,7,8-tetrahydro-1,6-naphthyridine-2-carboxylic acid hydrochloride Cl.OC(CCCO)C1NCC=2C=CC(=NC2C1)C(=O)O